[3-(difluoromethoxy)-4-[[(1R,2S)-2-fluorocyclopropyl]carbamoyl]-5-methoxyphenyl]boronic acid FC(OC=1C=C(C=C(C1C(N[C@H]1[C@H](C1)F)=O)OC)B(O)O)F